Ethyl 3-(3-(2-((3-((2-hydroxyethyl)sulfonyl)-2,2-dimethylpropoxy)methyl)-1-(2-methylhydrazineyl)-1-oxopropan-2-yl-3,3,3-d3)phenyl)-2-methylpropanoate OCCS(=O)(=O)CC(COCC(C(=O)NNC)(C([2H])([2H])[2H])C=1C=C(C=CC1)CC(C(=O)OCC)C)(C)C